C(C)C(C1COC1)OC(CC)C1COC1 (1-ethyl(3-oxetanyl)methyl)ether